7,7-dimethyl-2-carbonyl-1,2,7,8,9,10-hexahydro-1,10-phenanthroline-3-carboxylic acid ethyl ester C(C)OC(=O)C=1C(NC2=C3NCCC(C3=CC=C2C1)(C)C)=C=O